ClC1=CC=C(C=C1)C1=C(C=CC=C1)CN1CCN(CC1)CC=1C=C2C=NC(C2=CC1)=O 5-((4-((4'-chloro-[1,1'-biphenyl]-2-yl)methyl)piperazin-1-yl)methyl)-1-oxoisoindole